ClC1=CC=C(C=C1)[C@H]([C@@H](C(=O)O)C)N1[C@@](C2=C(C=C(C=C2C1=O)C(=O)C1CCOCC1)F)(OC)C1=CC=C(C=C1)Cl (2S,3s)-3-(4-chlorophenyl)-3-[(1R)-1-(4-chlorophenyl)-7-fluoro-1-methoxy-5-(oxane-4-carbonyl)-3-oxo-2,3-dihydro-1H-isoindol-2-yl]-2-methylpropanoic acid